C1(=CC=CC=C1)N1CC2(CC2C1)C#CC1=NC=CC=C1 3-phenyl-1-(pyridin-2-ylethynyl)-3-azabicyclo[3.1.0]hexane